3-(4-bromophenyl)-3-methylmorpholine-4-carboxylic acid tert-butyl ester C(C)(C)(C)OC(=O)N1C(COCC1)(C)C1=CC=C(C=C1)Br